N=1N=C(NC1)C1=CC=C(N)C=C1 4-(4H-1,2,4-triazole-3-yl)aniline